C(C)N(C(CCCC)=O)CCC N-ethyl-N-propylvaleramide